(R)-(+)-octano-1,4-lactone C1(CC[C@@H](CCCC)O1)=O